1-benzyl 6-methyl 7-fluoro-3,4-dihydroquinoline-1,6(2H)-dicarboxylate FC1=C(C=C2CCCN(C2=C1)C(=O)OCC1=CC=CC=C1)C(=O)OC